(5-(5-methoxy-1H-imidazo[4,5-b]pyridin-2-yl)-1-oxoisoindolin-2-yl)piperidine-2,6-dione COC1=CC=C2C(=N1)N=C(N2)C=2C=C1CN(C(C1=CC2)=O)N2C(CCCC2=O)=O